P(=O)(OC1=CC=C(C=C1)CC1=C(N=C(O1)C1=CC=CC2=CC=CC=C12)C(NCCCCCC)=O)(O)O 4-((4-(Hexylcarbamoyl)-2-(naphthalen-1-yl)oxazol-5-yl)methyl)phenyl dihydrogen phosphate